CN1CCN(CC1)CCC[Si](OCC)(OCC)OCC 1-methyl-4-(3-(triethoxysilyl)propyl)piperazine